C(C)(C)(C)OC(=O)NCCOCCOCCOCCOCCC(=O)N(CCCCCCCC(=O)OCCCCCCCCC)CCCCCCCC(=O)OC(CCCCCCCC)CCCCCCCC nonyl 8-[3-[2-[2-[2-[2-(tert-butoxycarbonylamino)ethoxy]ethoxy]ethoxy]ethoxy]propanoyl-[8-(1-octylnonoxy)-8-oxo-octyl]amino]octanoate